2-(5-Fluoropyridin-2-yl)-6,6-dimethyl-3-(1H-pyrazolo[4,3-b]pyridin-7-yl)-6,7-dihydro-4H-pyrazolo[5,1-c][1,4]oxazine FC=1C=CC(=NC1)C1=NN2C(COC(C2)(C)C)=C1C1=C2C(=NC=C1)C=NN2